[O-2].[Al+3].[Hf+4].[Zr+4] zirconium hafnium aluminum oxide